C(C)(=O)SCC1=C(N=C(S1)C(=O)OCC)C Ethyl 5-((acetylthio)methyl)-4-methylthiazole-2-carboxylate